3-[2-[(3R,5S)-4-[2-(2,2-dimethoxyethoxy)ethyl]-3,5-dimethyl-piperazin-1-yl]-4-pyridyl]-5-nitro-1H-indazole COC(COCCN1[C@@H](CN(C[C@@H]1C)C1=NC=CC(=C1)C1=NNC2=CC=C(C=C12)[N+](=O)[O-])C)OC